BrC=1C=C(NCCCl)C=CC1 3-bromo-N-(2-chloroethyl)aniline